C(C)(C)(C)OC(=O)C1CCN(CC1)CC=1C=C(C2=C(N=C(O2)C=2C(=C(C=CC2)C2=C(C(=CC=C2)N)C)C)C1)C#N 1-((2-(3'-amino-2,2'-dimethyl-[1,1'-biphenyl]-3-yl)-7-cyanobenzo[d]oxazol-5-yl)methyl)piperidine-4-carboxylic acid tert-butyl ester